[N-]=NN.[C+4].[N-]=NN.[N-]=NN.[N-]=NN carbon triazenide